Cl.Cl.Cl.N=1C=C(N2N=CC=CC21)C(=O)O imidazo[1,2-b]pyridazine-3-carboxylic acid trihydrochloride